5-[8-[(1R)-1-[(6-Chloro-2-methyl-3-pyridyl)amino]ethyl]-3,6-dimethyl-4-oxo-chromen-2-yl]pyridine-3-carbonitrile ClC1=CC=C(C(=N1)C)N[C@H](C)C=1C=C(C=C2C(C(=C(OC12)C=1C=C(C=NC1)C#N)C)=O)C